CC1=CNC2=NC=C(C=C21)C=2C=C1CCNCC1=C(C2)[C@H]2NCCC2 (S)-2-(6-(3-Methyl-1H-pyrrolo[2,3-b]pyridin-5-yl)-1,2,3,4-tetrahydroisoquinolin-8-yl)pyrrolidine